C(C)[C@]1(C(OCC=2C(N(C=CC21)CC=2N(C1=CC=C(C=C1C(C2I)=C=O)F)CCO)=O)=O)O (S)-4-ethyl-7-((6-fluoro-1-(2-hydroxyethyl)-3-iodo-4-carbonyl-1,4-dihydroquinolin-2-yl)methyl)-4-hydroxy-1H-pyrano[3,4-c]pyridine-3,8(4H,7H)-dione